FC1=CC(=C(C=C1C=1CN(CC1)C1=NC=C(C=N1)OC)NC(=O)C1=CNC(C=C1C(F)(F)F)=O)N1C[C@H](N([C@H](C1)C)C)C N-[4-fluoro-5-[1-(5-methoxypyrimidin-2-yl)-2,5-dihydropyrrol-3-yl]-2-[(3R,5S)-3,4,5-trimethylpiperazin-1-yl]phenyl]-6-oxo-4-(trifluoromethyl)-1H-pyridine-3-carboxamide